[6-[3-(1-hydroxycyclopropyl)-1,2,4-triazol-1-yl]-2-azaspiro[3.3]heptan-2-yl]-[6-[[5-(trifluoromethyl)pyrazol-1-yl]methyl]-2-azaspiro[3.3]heptan-2-yl]methanone OC1(CC1)C1=NN(C=N1)C1CC2(CN(C2)C(=O)N2CC3(C2)CC(C3)CN3N=CC=C3C(F)(F)F)C1